6-(1-(6-(1H-pyrrolo[2,3-b]pyridin-5-yl)-1H-imidazo[4,5-b]pyrazin-1-yl)ethyl)quinoline N1C=CC=2C1=NC=C(C2)C2=CN=C1C(=N2)N(C=N1)C(C)C=1C=C2C=CC=NC2=CC1